((1s,3s)-3-hydroxy-3-methylcyclobutyl)(7-((3-methyl-6-(trifluoromethyl)pyridin-2-yl)oxy)-2-azaspiro[3.5]non-2-yl)methanone OC1(CC(C1)C(=O)N1CC2(C1)CCC(CC2)OC2=NC(=CC=C2C)C(F)(F)F)C